(2-naphthyl)-4,4'-diaminostilbene C1=C(C=CC2=CC=CC=C12)C1=C(C=CC(=C1)N)C=CC1=CC=C(C=C1)N